CC(=CC=C)C(CCC)O 4-methyl-octadien-5-ol